C(C)(C)(C)C1=CC(=C(C=C1Cl)C1=NC2=CC=NC=C2C(=C1)Cl)C 2-(4-(tert-butyl)-5-chloro-2-methylphenyl)-4-chloro-1,6-naphthyridine